1-(3-fluoro-5-methyl-4-(3-(1-methyl-1H-pyrazol-4-yl)-1H-pyrazolo[3,4-c]pyridin-5-yl)phenyl)-N-methylmethanamine FC=1C=C(C=C(C1C=1C=C2C(=CN1)NN=C2C=2C=NN(C2)C)C)CNC